4-amino-1-(1-(2-cyano-4,4-dimethylpent-2-enoyl)pyrrolidin-3-yl)-3-((3,5-dimethoxyphenyl)ethynyl)-1H-pyrazolo[4,3-c]pyridine-7-carbonitrile NC1=NC=C(C2=C1C(=NN2C2CN(CC2)C(C(=CC(C)(C)C)C#N)=O)C#CC2=CC(=CC(=C2)OC)OC)C#N